COC1=C(C=CC(=C1)OC)CN1C(C2C(C1=O)CC(C2)=O)=O 2-[(2,4-dimethoxyphenyl)methyl]-3a,4,6,6a-tetrahydrocyclopenta[c]pyrrole-1,3,5-trione